C[C@H]1N(CCOC1)C1=C2N=CN(C2=NC(=N1)C#CC=1N(C=C(N1)C1=CC=CC=C1)COCC[Si](C)(C)C)C (R)-3-Methyl-4-(9-methyl-2-((4-phenyl-1-((2-(trimethylsilyl)ethoxy)methyl)-1H-imidazol-2-yl)ethynyl)-9H-purin-6-yl)morpholine